C(C)C1OC(C(C(C(C(C(CC(CNC(C(C1(C)O)O)C)C)(C)O)O[C@@H]1O[C@@H](C[C@@H]([C@H]1OC1=CC=C(C=C1)OC)NC)C)C)O)C)=O 2-ethyl-3,4,10,13-tetrahydroxy-11-(((2S,3R,4S,6R)-3-(4-methoxyphenoxy)-6-methyl-4-(methylamino)tetrahydro-2H-pyran-2-yl)oxy)-3,5,8,10,12,14-hexamethyl-1-oxa-6-azacyclopentadecan-15-one